2-(4-benzyloxy-phenyl)-ethylamine hydrochloride Cl.C(C1=CC=CC=C1)OC1=CC=C(C=C1)CCN